FC=1C=C2C(=NC1)C(N(C2)C=2C=NC(=CC2)N[C@@H]2C[C@H](CC2)NC=2N=NC(=CN2)C(F)(F)F)=O 3-fluoro-6-(6-(((1S,3S)-3-((6-(trifluoromethyl)-1,2,4-triazine-3-yl)amino)cyclopentyl)amino)pyridin-3-yl)-5,6-dihydro-7H-pyrrolo[3,4-b]pyridin-7-one